5-(((4-(3-chloro-4-(2-chloro-3-((3-fluoro-4-(((3-fluoropropyl)amino)methyl)pyridin-2-yl)amino)phenyl)pyridin-2-yl)-2-methoxybenzyl)amino)methyl)pyrrolidin-2-one ClC=1C(=NC=CC1C1=C(C(=CC=C1)NC1=NC=CC(=C1F)CNCCCF)Cl)C1=CC(=C(CNCC2CCC(N2)=O)C=C1)OC